O-(4-ethynylbenzyl)hydroxylamine C(#C)C1=CC=C(CON)C=C1